S(=O)(=O)(OCCCCCCCCCC)[O-] Decyl Sulfate